C(C)C=1C=C(C=C(C1)CC)CCN 3,5-diethyl-phenylethylamine